ClC=1C=C(C=CC1F)C(OCC=1C=NC=CC1)C=1NC(=C(N1)S(=O)(=O)C)C 3-(((3-chloro-4-fluorophenyl)(5-methyl-4-(methylsulfonyl)-1H-imidazol-2-yl)methoxy)methyl)pyridine